6-(2-isopropylphenyl)-1,3-dihydrospiro[indene-2,4'-piperidin]-1-ol C(C)(C)C1=C(C=CC=C1)C1=CC=C2CC3(CCNCC3)C(C2=C1)O